ClC1=CC=C(C=C1)C1=C2C(=NN(C1=O)C1=CC3=CN(N=C3C=C1)C)C=CC(N2)=O 4-(4-chlorophenyl)-2-(2-methyl-2H-indazol-5-yl)pyrido[3,2-c]pyridazin-3,6(2H,5H)-dione